NC1=CC=C(C(=O)[O-])C=C1.[Zr+4].NC1=CC=C(C(=O)[O-])C=C1.NC1=CC=C(C(=O)[O-])C=C1.NC1=CC=C(C(=O)[O-])C=C1 zirconium p-aminobenzoate